2-((6-(3-(aminomethyl)pyrrolidin-1-yl)-3,5-dicyano-4-ethylpyridin-2-yl)sulfanyl)-2-phenylacetamide NCC1CN(CC1)C1=C(C(=C(C(=N1)SC(C(=O)N)C1=CC=CC=C1)C#N)CC)C#N